ClC1=C(C(=CC(=C1)OC1=CC=CC=C1)F)C(=O)C1=CNC2=NC=CC(=C21)N[C@H]2CO[C@@H](CC2)CO (2-Chloro-6-fluoro-4-phenoxyphenyl)(4-(((3R,6S)-6-(hydroxymethyl)tetrahydro-2H-pyran-3-yl)amino)-1H-pyrrolo[2,3-b]pyridin-3-yl)methanone